(1s,4s)-4-(((4-(1-(2-fluorophenyl)-1H-pyrazol-4-yl)pyrimidin-5-yl)oxy)methyl)cyclohexane-1-amine FC1=C(C=CC=C1)N1N=CC(=C1)C1=NC=NC=C1OCC1CCC(CC1)N